3-fluoro-11-(fluoroacetyl)-6,11-dihydro-5H-5λ6-dibenzo[c,f][1,2,5]thiadiazepine-5,5-dione FC1=CC2=C(N(C3=C(NS2(=O)=O)C=CC=C3)C(CF)=O)C=C1